(E)-5-fluoro-1-propyl-2-styryl-1H-benzimidazole FC1=CC2=C(N(C(=N2)\C=C\C2=CC=CC=C2)CCC)C=C1